C1(CCCCC1)N1C=C2C(=NN(C(C2=C(C1=O)OC)=O)C)N[C@H](C)C1=C(C(=CC=C1)C(F)F)F (R)-6-cyclohexyl-4-((1-(3-(difluoromethyl)-2-fluorophenyl)ethyl)amino)-8-methoxy-2-methyl-2,6-dihydropyrido[3,4-d]pyridazine-1,7-dione